4-[5-(3,5-dichlorophenyl)-4,5-dihydro-5-(trifluoromethyl)-3-isoxazolyl]-2-methyl-N-(trans-1-oxo-3-thiabutanyl)-benzamide ClC=1C=C(C=C(C1)Cl)C1(CC(=NO1)C1=CC(=C(C(=O)NC(CSC)=O)C=C1)C)C(F)(F)F